2-Aminoethyl 2,3,4,6-tetra-O-acetyl-β-D-glucopyranoside toluene-4-sulfonic acid salt CC1=CC=C(C=C1)S(=O)(=O)O.C(C)(=O)O[C@H]1[C@H](OCCN)O[C@@H]([C@H]([C@@H]1OC(C)=O)OC(C)=O)COC(C)=O